C(C(=O)O)NCP(=O)(O)O The molecule is a phosphonic acid resulting from the formal oxidative coupling of the methyl group of methylphosphonic acid with the amino group of glycine. It is one of the most commonly used herbicdes worldwide, and the only one to target the enzyme 5-enolpyruvyl-3-shikimate phosphate synthase (EPSPS). It has a role as an agrochemical, an EC 2.5.1.19 (3-phosphoshikimate 1-carboxyvinyltransferase) inhibitor and a herbicide. It is a phosphonic acid and a glycine derivative. It is a conjugate acid of a glyphosate(2-) and a glyphosate(1-).